COC=1C=C(C(N)C(=O)OCC)C=CC1 ethyl 3-methoxyphenylglycinate